C(C)OC(C(=NO)C#N)=O 2-oximino-cyanoacetic acid ethyl ester